(S)-N-(4-(3-((3-chlorophenethyl)(ethyl)amino)-2-hydroxypropoxy)phenyl)-N-methylmethanesulfonamide ClC=1C=C(CCN(C[C@@H](COC2=CC=C(C=C2)N(S(=O)(=O)C)C)O)CC)C=CC1